FC1=C(C(=CC=C1)C)N1CCC(CC1)N1C(N(C=2C(C1)=CN(N2)CCNC)CC2=C(C=CC=C2)C(F)(F)F)=O 5-[1-(2-fluoro-6-methyl-phenyl)-piperidin-4-yl]-2-(2-methylamino-ethyl)-7-(2-trifluoromethyl-benzyl)-2,4,5,7-tetrahydro-pyrazolo[3,4-d]pyrimidin-6-one